CC(C)N1C=C(C2=CC=CC=C12)CC(=O)N 2-[1-(propan-2-yl)-1H-indol-3-yl]acetamide